1-(hydroxyethyl)-3,5-bis(hydroxymethyl)-isocyanuric acid OCCN1C(=O)N(C(=O)N(C1=O)CO)CO